7-chloro-2-(4-methoxybenzyl)-1-oxoisoindoline-5-carbaldehyde ClC=1C=C(C=C2CN(C(C12)=O)CC1=CC=C(C=C1)OC)C=O